spiro[3.3]heptane-2-one C1C(CC12CCC2)=O